C(=C)C1CC12CC2 1-vinylspiro[2.2]pentane